1-tetracosyl-2-chloro-3-((dodecyloxy)carbonyl)pyridin C(CCCCCCCCCCCCCCCCCCCCCCC)N1C(C(=CC=C1)C(=O)OCCCCCCCCCCCC)Cl